phenoxyhexane O(C1=CC=CC=C1)CCCCCC